N-{[4-(furan-2-sulfonyl)phenyl]methyl}imidazo[1,2-a]pyridine-6-carboxamide O1C(=CC=C1)S(=O)(=O)C1=CC=C(C=C1)CNC(=O)C=1C=CC=2N(C1)C=CN2